1-((4-(4-fluoro-2-methyl-1H-indol-5-yloxy)-6-methoxyquinolin-7-yloxy)methyl)cyclopropylamine dihydrochloride hydrate O.Cl.Cl.FC1=C2C=C(NC2=CC=C1OC1=CC=NC2=CC(=C(C=C12)OC)OCC1(CC1)N)C